2-(2,6-dioxopiperidin-3-yl)-5-(4-((3-(4-(5-methoxy-2-(1-methyl-1H-pyrazol-4-yl)-4-nitrophenyl)piperazin-1-yl)azetidin-1-yl)methyl)piperidin-1-yl)isoindoline-1,3-dione O=C1NC(CCC1N1C(C2=CC=C(C=C2C1=O)N1CCC(CC1)CN1CC(C1)N1CCN(CC1)C1=C(C=C(C(=C1)OC)[N+](=O)[O-])C=1C=NN(C1)C)=O)=O